FC(C=1C=C2C=C(NC2=CC1)C(N[C@H]1CN(CC[C@@H]2N(C1=O)[C@@H](CC2)C(N(C2=CC=CC=C2)C)=O)C(C(C)C)=O)=O)(F)P(O)(O)=O (difluoro(2-(((5S,8S,10aR)-3-isobutyryl-8-(methyl(phenyl)carbamoyl)-6-oxodeca-hydropyrrolo[1,2-a][1,5]diazocin-5-yl)carbamoyl)-1H-indol-5-yl)methyl)phosphonic acid